S(=O)(=O)(OCCCCCCCCCCCC)[O-].[K+] potassium lauryl sulphate